O[C@@H](C(=O)N[C@@H]1C[C@H]2N(C3=C(N(C2)C2=CC=C(C=C2)C(F)(F)F)C=CC=N3)C1)C (R)-2-hydroxy-N-((6aR,8R)-5-(4-(trifluoromethyl)phenyl)-5,6,6a,7,8,9-hexahydropyrido[3,2-e]pyrrolo[1,2-a]pyrazin-8-yl)propanamide